FC1(OC2=C(O1)C=C(C(=C2)C(=O)NC2=CC(=C(C=C2)F)C(F)(F)F)NC(C2=C(C=CC(=C2)C2=NOC1C2CC(C1)CO)OC)=O)F 2,2-difluoro-N-(4-fluoro-3-(trifluoromethyl)phenyl)-6-(5-(5-(hydroxymethyl)-3a,5,6,6a-tetrahydro-4H-cyclopenta[d]isoxazol-3-yl)-2-methoxybenzamido)benzo[d][1,3]dioxole-5-carboxamide